FC(C(=O)O)(F)F.C(C)N(C(C1=CC=CC(=C1)F)=O)C(C)C N-ethyl-5-fluoro-N-isopropylbenzamide trifluoroacetate